(R)-3-(1-(7-(5-amino-1H-pyrazol-4-yl)-4-oxoquinazolin-3(4H)-yl)ethyl)-N-((6-fluoropyridin-3-yl)methyl)benzamide NC1=C(C=NN1)C1=CC=C2C(N(C=NC2=C1)[C@H](C)C=1C=C(C(=O)NCC=2C=NC(=CC2)F)C=CC1)=O